2-bromo-1-(3-chlorophenyl)benzimidazole BrC1=NC2=C(N1C1=CC(=CC=C1)Cl)C=CC=C2